NC1=NC2=CC(=CC=C2C=C1F)CN(C(=O)C1=CC(=NC(=C1)C)C)C1=C(C=CC=C1)S(=O)(=O)C N-[(2-amino-3-fluoroquinolin-7-yl)methyl]-N-(2-methanesulfonylphenyl)-2,6-dimethylpyridine-4-carboxamide